4-α-hydroxyisopropylphenyl 4-α-hydroxyisopropylbenzoate OC(C)(C)C1=CC=C(C(=O)OC2=CC=C(C=C2)C(C)(C)O)C=C1